O=C1NC(CCC1N1CC2=CC=C(C=C2C1=O)CNC(OCC=1SC2=C(N1)C(CCC2)C)=O)=O (4-methyl-4,5,6,7-tetrahydrobenzo[d]thiazol-2-yl)methyl ((2-(2,6-dioxopiperidin-3-yl)-3-oxoisoindolin-5-yl)methyl)carbamate